4-chloro-N-{[(9H-fluoren-9-yl)methoxy]carbonyl}-3,5-difluoro-L-phenylalanine ClC1=C(C=C(C[C@H](NC(=O)OCC2C3=CC=CC=C3C=3C=CC=CC23)C(=O)O)C=C1F)F